1-(2-ethoxyethoxy)-3-nitrobenzene C(C)OCCOC1=CC(=CC=C1)[N+](=O)[O-]